2-((1-(3-(4,4-dimethylcyclohex-1-en-1-yl)-2,7-dimethyl-1-oxo-1,2-dihydroisoquinolin-5-yl)ethyl)amino)benzoic acid CC1(CC=C(CC1)C=1N(C(C2=CC(=CC(=C2C1)C(C)NC1=C(C(=O)O)C=CC=C1)C)=O)C)C